ClC1=C(C(=CC(=C1)C)C)C=1CCCC2=C(C1C1=CC=C(C=C1)C=C1CN(C1)CCCF)C=CC(=C2)C(=O)O 8-(2-chloro-4,6-dimethylphenyl)-9-(4-((1-(3-fluoropropyl)azetidin-3-ylidene)methyl)phenyl)-6,7-dihydro-5H-benzo[7]annulene-3-carboxylic acid